N-[[4-(4-Amino-1-cyclopentyl-pyrazolo[3,4-d]pyrimidin-3-yl)phenyl]methyl]-2-methoxy-N-methyl-benzamide NC1=C2C(=NC=N1)N(N=C2C2=CC=C(C=C2)CN(C(C2=C(C=CC=C2)OC)=O)C)C2CCCC2